FC1=C(C=CC(=C1)F)C=1C=C(SC1)[C@H](CC(=O)OCC)NC(=O)NC=1C(N(C=CC1O)C)=O ethyl (S)-3-(4-(2,4-difluorophenyl)thiophen-2-yl)-3-(3-(4-hydroxy-1-methyl-2-oxo-1,2-dihydro pyridin-3-yl)ureido)propanoate